3,3'-(1,4-phenylenedimethylene)bis(7,7-dimethyl-2-oxobicyclo[2.2.1]hept-1-ylmethanesulfonic acid) C1(=CC=C(C=C1)CC1C(C2(CCC1C2(C)C)CS(=O)(=O)O)=O)CC2C(C1(CCC2C1(C)C)CS(=O)(=O)O)=O